(R)-4-((1R,3R,5S,6R)-6-(1-isopropyl-3-((1s,4S)-4-(trifluoromethyl)cyclohexyl)-1H-1,2,4-triazol-5-yl)bicyclo[3.1.0]hexane-3-yl)-3-methylmorpholine C(C)(C)N1N=C(N=C1C1[C@H]2CC(C[C@@H]12)N1[C@@H](COCC1)C)C1CCC(CC1)C(F)(F)F